C1(CCCCC1)NCCCC1=CC=2C(=NC=CC2C=2C=C3C(=NNC3=CC2)N)N1 5-(2-(3-(cyclohexylamino)propyl)-1H-pyrrolo[2,3-b]pyridin-4-yl)-1H-indazol-3-amine